C(C=C)OC=1C=CC(=NC1)COC1=CC=CC2=C1N=C(O2)C2=CC(NN=C2)=O 5-{[5-(prop-2-en-1-yloxy)pyridin-2-yl]methoxyl-1,3-benzoxazol-2-yl}-2,3-dihydropyridazin-3-one